4-((S)-2-(dimethylamino)-3-((S)-3-(5-methylpyrimidin-2-yl)-3-(1-(trifluoromethyl)cyclopropyl)propanamido)propyl)-2-fluorobenzamide CN([C@@H](CC1=CC(=C(C(=O)N)C=C1)F)CNC(C[C@@H](C1(CC1)C(F)(F)F)C1=NC=C(C=N1)C)=O)C